C(C)OC(COCCOCCCCCCOC1=CC(=CC=C1)[C@@H](C)NC(=O)OC(C)(C)C)=O.NC(CNC(C(C)C)=O)=O N-(2-amino-2-oxoethyl)isobutyramide (R)-ethyl-2-(2-(6-(3-(1-(tert-butoxycarbonylamino)ethyl)phenoxy)hexyloxy)ethoxy)acetate